NC=1C=NC=CC1C=1C=NN(C1)C 3-amino-4-(1-methyl-1H-pyrazol-4-yl)pyridine